biphenyl-4-yl-(4-phenanthren-9-yl-phenyl)-(4''-naphthalen-2-yl-[1,1':2',1'']terphenyl-4'-yl)-amine C1(=CC=C(C=C1)N(C=1C=C(C(=CC1)C1=CC=CC=C1)C1=CC=C(C=C1)C1=CC2=CC=CC=C2C=C1)C1=CC=C(C=C1)C=1C2=CC=CC=C2C=2C=CC=CC2C1)C1=CC=CC=C1